CC1=C(C=CC(=C1)C)S(=O)(=O)N1CCC2(CC(CO2)=O)CC1 8-((2,4-dimethylphenyl)sulfonyl)-1-oxa-8-azaspiro[4.5]decan-3-one